CC1=CC=CC(=N1)C1=C(N=CN1)C=1C=C2C=C(C=NC2=CC1)C1=NC=CC(=C1)C(=O)OCC1CNC1 azetidin-3-ylmethyl 2-[6-[5-(6-methyl-2-pyridyl)-1H-imidazol-4-yl]-3-quinolyl]pyridine-4-carboxylate